C(#N)CCC=1C=C2C(=C(C(=NC2=C(C1C1=CC(=CC2=CC=CC=C12)OCOC)F)O[C@@H](C)[C@H]1N(CCC1)C)I)NC1C2CN(C1C2)C(=O)[O-] 5-((6-(2-cyanoethyl)-8-fluoro-3-iodo-7-(3-(methoxymethoxy)naphthalen-1-yl)-2-((S)-1-((S)-1-methylpyrrolidin-2-yl)ethoxy)quinolin-4-yl)amino)-2-azabicyclo[2.1.1]hexane-2-carboxylate